1-(3-chloro-5-(trifluoromethoxy)phenyl)-3-(3-chlorophenyl)urea ClC=1C=C(C=C(C1)OC(F)(F)F)NC(=O)NC1=CC(=CC=C1)Cl